5-(3-chloro-5-methylphenyl)-4-(4-fluorophenyl)pyrimidin-2-amine ClC=1C=C(C=C(C1)C)C=1C(=NC(=NC1)N)C1=CC=C(C=C1)F